tert-butyl-4-[4-(2,4-dioxo-1,3-diazinan-1-yl)-3-fluorophenyl]piperidine-1-carboxylate C(C)(C)(C)OC(=O)N1CCC(CC1)C1=CC(=C(C=C1)N1C(NC(CC1)=O)=O)F